5-((4-(2-(4-methoxyphenoxy)acetyl)piperazin-1-yl)sulfonyl)indoline-2,3-dione COC1=CC=C(OCC(=O)N2CCN(CC2)S(=O)(=O)C=2C=C3C(C(NC3=CC2)=O)=O)C=C1